S1CC=CC=C1 Thiopyran